(R)-1-(2-chloropyridin-3-yl)ethyl (1-methyl-4-(5-(1-(3-methylisoxazol-5-yl) cyclopropane-1-carboxamido) pyridin-2-yl)-1H-1,2,3-triazol-5-yl)carbamate CN1N=NC(=C1NC(O[C@H](C)C=1C(=NC=CC1)Cl)=O)C1=NC=C(C=C1)NC(=O)C1(CC1)C1=CC(=NO1)C